6-bromo-1-methyl-1H-indazole-4-carboxylic acid BrC=1C=C(C=2C=NN(C2C1)C)C(=O)O